COC(N(C(C)(C)C)[C@H](C)C1=CC=C(C=C1)C(F)(F)F)=O (R)-methyl(1-(4-(trifluoromethyl)phenyl)ethyl)t-butylcarbamate